5-(1,3-Benzothiazole-6-sulfonyl)-N-[(3-fluorophenyl)methyl]-1H,2H,3H,4H,5H,6H-pyrrolo[3,4-c]pyrrole-2-carboxamide S1C=NC2=C1C=C(C=C2)S(=O)(=O)N2CC1=C(C2)CN(C1)C(=O)NCC1=CC(=CC=C1)F